C1(CC1)C1=CC(=NN1)NC(C(C(C)C)C=1C=C(C=CC1)C=1C=CC(=NC1)NC(\C=C\CN1CCCCC1)=O)=O (E)-N-(5-(3-(1-((5-cyclopropyl-1H-pyrazol-3-yl)amino)-3-methyl-1-oxobutan-2-yl)phenyl)pyridin-2-yl)-4-(piperidin-1-yl)but-2-enamide